4-((5-Fluoropyridin-2-Yl)amino)-6-acetamido-1H-indole-2-carboxylic acid FC=1C=CC(=NC1)NC1=C2C=C(NC2=CC(=C1)NC(C)=O)C(=O)O